NC1=C(N=CC=2N1C=NC2C(=O)OC)Br methyl 5-amino-6-bromoimidazo[1,5-a]pyrazine-1-carboxylate